4-((6-methoxypyridin-3-yl)methyl)-1-(2-(pyrimidin-4-yl)nicotinoyl)piperidine-4-carbonitrile COC1=CC=C(C=N1)CC1(CCN(CC1)C(C1=C(N=CC=C1)C1=NC=NC=C1)=O)C#N